BrC=1C(=CC2=C(N(C=N2)C2=CC=C(C(=N2)N2N=C(C3=C2COCC3)C(F)(F)F)C(F)F)C1)OC1COC1 1-[6-[6-bromo-5-(oxetan-3-yloxy)benzimidazol-1-yl]-3-(difluoromethyl)-2-pyridyl]-3-(trifluoromethyl)-5,7-dihydro-4H-pyrano[3,4-c]pyrazole